7-(2-Hydroxyethoxy)-4-methyl-8-(1,2,3,4-tetrahydroquinolin-1-carbonyl)-2H-chromen-2-one OCCOC1=CC=C2C(=CC(OC2=C1C(=O)N1CCCC2=CC=CC=C12)=O)C